5-phenyl-thiobarbituric acid C1(=CC=CC=C1)C1C(NC(NC1=O)=S)=O